C(C)(=O)C1=NN(C2=CC=C(C=C12)C=1C=NC(=NC1)OCC(F)(F)F)CC(=O)N1[C@@H](C[C@H](C1)F)C(=O)NC1=NC(=CC=C1)Br (2S,4R)-1-(2-(3-acetyl-5-(2-(2,2,2-trifluoroethoxy)pyrimidin-5-yl)-1H-indazol-1-yl)acetyl)-N-(6-bromopyridin-2-yl)-4-fluoropyrrolidine-2-carboxamide